C(=O)=NCCN Carbonyl-Ethylendiamin